tert-butyl (2S,5R)-4-(7-(N-(1-cyanocyclopropyl) sulfamoyl)-9-(5-(difluoromethyl)-1,3,4-thiadiazol-2-yl)-9H-pyrimido[4,5-b]indol-4-yl)-2,5-dimethylpiperazine-1-carboxylate C(#N)C1(CC1)NS(=O)(=O)C1=CC=C2C3=C(N(C2=C1)C=1SC(=NN1)C(F)F)N=CN=C3N3C[C@@H](N(C[C@H]3C)C(=O)OC(C)(C)C)C